C(C1=CC=CC=C1)OC1=CC=CC2=C1C(=C(S2)C(F)F)C(=O)NC2CCN(CC2)C (benzyloxy)-2-(difluoromethyl)-N-(1-methylpiperidin-4-yl)-1-benzothiophene-3-carboxamide